COC1=CC=C(C=C1)C#CCN1C=CC2=CC=CC=C12 1-(3-(4-methoxyphenyl)prop-2-yn-1-yl)-1H-indole